CN(C(CCC1=CN=C(N1)NC1=NC2=CC=CC=C2C(=N1)C)=O)C N,N-dimethyl-3-(2-((4-methylquinazolin-2-yl)amino)-1H-imidazol-5-yl)propanamide